CC1=C2C(N(C(=NC2=CC=C1)[C@H](C)NC(OC(C)(C)C)=O)C1=C(C=CC=C1)C)=O tert-butyl (S)-(1-(5-methyl-4-oxo-3-(o-tolyl)-3,4-dihydroquinazolin-2-yl)ethyl)carbamate